(E)-3-(dimethylamino)-1-(6-(trifluoromethyl)imidazo[1,2-a]pyridin-3-yl)prop-2-en-1-one CN(/C=C/C(=O)C1=CN=C2N1C=C(C=C2)C(F)(F)F)C